(R,E)-N-(4-(3-((5-chloropyrimidin-2-yl)amino)pyrrolidine-1-carbonyl)-2-methylphenyl)-4-(dimethylamino)but-2-enamide ClC=1C=NC(=NC1)N[C@H]1CN(CC1)C(=O)C1=CC(=C(C=C1)NC(\C=C\CN(C)C)=O)C